FC(OC=1C(=NC=C(C1)C)NC(=O)C1(CN(C1)C=1OCC(N1)=O)C1=C(C=CC=C1)C(C)C)F N-(3-(difluoromethoxy)-5-methylpyridin-2-yl)-3-(2-isopropylphenyl)-1-(4-oxo-4,5-dihydro-oxazol-2-yl)azetidine-3-carboxamide